N-(2,6-dimethyl-2H-indazol-5-yl)-1,1-diphenylmethanimine CN1N=C2C=C(C(=CC2=C1)N=C(C1=CC=CC=C1)C1=CC=CC=C1)C